1-(cyclopropylmethyl)-2-methyl-7-(trifluoromethyl)-6-[1-(3,3,3-trifluoropropyl)-1H-pyrazol-4-yl]-1H,5H-imidazo[1,2-a]pyrimidin-5-one C1(CC1)CN1C(=CN2C1=NC(=C(C2=O)C=2C=NN(C2)CCC(F)(F)F)C(F)(F)F)C